OC(C(=O)N1CCN(CC1)C1=CC=C(C=C1)NC1=NC(=NC=2C=NNC(C21)=O)N2CCC(CC2)CC#N)(C)C 2-(1-(4-((4-(4-(2-hydroxy-2-methylpropanoyl)piperazin-1-yl)phenyl)amino)-5-oxo-5,6-dihydropyrimido[4,5-d]pyridazin-2-yl)piperidin-4-yl)acetonitrile